(3R)-1-(2-fluoroethyl)pyrrolidin-3-ol FCCN1C[C@@H](CC1)O